(D)-alpha-hydroxyisovaleric acid O[C@@H](C(=O)O)C(C)C